FC1=NC(=CC(=C1CCNC(OC(C)(C)C)=O)I)F tert-butyl (2-(2,6-difluoro-4-iodopyridin-3-yl)ethyl)carbamate